methyl 4-(2-bromoethyl)-2-mercapto-3-methylcyclopentane-1-carboxylate BrCCC1C(C(C(C1)C(=O)OC)S)C